C(C1=CC=CC=C1)O[C@H]1[C@H](C(O[C@@H]1COCC1=CC=CC=C1)O)OC (3R,4R,5R)-4-benzyloxy-5-((benzyloxy)methyl)-3-methoxytetrahydrofuran-2-ol